(2R,3R,4S,5S,6R)-4,5-bis(benzyloxy)-6-((benzyloxy) methyl)-2-methoxytetrahydro-2H-pyran-3-yl trifluoromethanesulfonate FC(S(=O)(=O)O[C@H]1[C@@H](O[C@@H]([C@@H]([C@@H]1OCC1=CC=CC=C1)OCC1=CC=CC=C1)COCC1=CC=CC=C1)OC)(F)F